C(C)C1(NC(N(C(C1)=O)[C@@H]1CCC2=CC=C(C=C12)C(=O)N[C@H]1[C@@H](C(OC2=CC=CC=C12)(C)C)O)=N)CC (3R)-3-(4,4-diethyl-2-imino-6-oxo-hexahydropyrimidin-1-yl)-N-[(3S,4R)-3-hydroxy-2,2-dimethyl-chroman-4-yl]indane-5-carboxamide